Cl.C(CCCCCCCCCCCC)CN(C/C=C/C)CCCCCCCCCCCCCC (E)-4-[bis(tridecylmethyl)amino]but-2-ene hydrochloride